1-(4-amino-2-(3-hydroxypropyl)-1H-imidazo[4,5-c]quinolin-1-yl)-2-methylpropan-2-ol NC1=NC=2C=CC=CC2C2=C1N=C(N2CC(C)(O)C)CCCO